C(C)(=O)N1CCN(CC1)CC1=C(C(N=C(N1)C=1SC=CN1)C1=C(C=C(C=C1)F)Br)C(=O)OCC ethyl 6-((4-Acetylpiperazin-1-yl) methyl)-4-(2-bromo-4-fluorophenyl)-2-(thiazol-2-yl)-1,4-dihydropyrimidine-5-carboxylate